C(CCCCCCCCCCCCC)N1C(=C(C(C=C1O)=O)O)C(C)=O N-tetradecyl-2-acetyl-3,6-dihydroxypyridin-4-one